7-(4-methyl-1H-1,2,3-triazol-1-yl)-5-[(3R)-3-methylmorpholin-4-yl]-[1,2]thiazolo[4,5-b]pyridin-3-ol CC=1N=NN(C1)C1=C2C(=NC(=C1)N1[C@@H](COCC1)C)C(=NS2)O